2-(ethylsulfonyl)-N,N-dimethyl-3-(5-(2,2,3,3,3-pentafluoropropoxy)pyrazin-2-yl)pyrazolo[1,5-a]pyrimidin-5-amine C(C)S(=O)(=O)C1=NN2C(N=C(C=C2)N(C)C)=C1C1=NC=C(N=C1)OCC(C(F)(F)F)(F)F